ClC1=CC=C(C=C1)C=1C(=CC=CC1)C(=O)N1CCN(CC1)CC=1C(=C2C=NC(C2=CC1)=O)F 5-((4-(4'-chloro-[1,1'-biphenyl]-2-carbonyl)piperazin-1-yl)methyl)-4-fluoro-1-oxoisoindole